CC(=O)N[C@@H]1[C@H]([C@H]([C@H](O[C@@H]1O)CO)O)O α-N-acetyl-D-galactosamine